Benzyl butyl Phthalate C(C=1C(C(=O)OCCCC)=CC=CC1)(=O)OCC1=CC=CC=C1